BrC1=CC=C(C=C1)N1C(OCCC1)=O 3-(4-bromophenyl)-1,3-oxazinan-2-one